2-trifluoromethyl-4-bromo-benzonitrile FC(C1=C(C#N)C=CC(=C1)Br)(F)F